C1C(CCCC1)C(=O)O trans-2-cyclohexanecarboxylic acid